N,N-di(2-ethylhexyl)-3,3-dimethylbutyramide C(C)C(CN(C(CC(C)(C)C)=O)CC(CCCC)CC)CCCC